7-Bromo-1-(1-cyclopropyl-1H-pyrazol-4-yl)-6-fluoro-2-methylquinolin-4(1H)-one BrC1=C(C=C2C(C=C(N(C2=C1)C=1C=NN(C1)C1CC1)C)=O)F